sodium (S)-4-(5-(3-((2-(3-carboxylatopropanoyl)-6-methoxyisoindolin-5-yl) oxy) propoxy)-6-methoxyisoindolin-2-yl)-2-methyl-4-oxobutanoate C(=O)([O-])CCC(=O)N1CC2=CC(=C(C=C2C1)OCCCOC=1C=C2CN(CC2=CC1OC)C(C[C@@H](C(=O)[O-])C)=O)OC.[Na+].[Na+]